1-(5-(4-chlorophenyl)-6-methylpyrazin-2-yl)-4-methylpiperidin-4-amine ClC1=CC=C(C=C1)C=1N=CC(=NC1C)N1CCC(CC1)(N)C